C(C)(=O)[C@H]1N(C[C@@H](C1)OC(F)(F)F)C(=O)OC(C)(C)C tert-butyl (2S,4R)-2-acetyl-4-(trifluoromethoxy)pyrrolidine-1-carboxylate